C(C)(=O)N1CCN(CC1)C1=CC=C(C=C1)O N-acetyl-N'-(4-hydroxyphenyl)piperazine